7-(3-Chloro-4-formylphenoxy)benzofuran-5-carbonitrile ClC=1C=C(OC2=CC(=CC=3C=COC32)C#N)C=CC1C=O